NC=1N=NC(=CC1OCCC1=CC=C(C=C1)C(=O)N1CC2CNCC2C1)C1=C(C=CC=C1)O (4-(2-((3-amino-6-(2-hydroxyphenyl)pyridazin-4-yl)oxy)ethyl)phenyl)(hexahydropyrrolo[3,4-c]pyrrol-2(1H)-yl)methanone